N,N,N',N'-tetrapropylpropane-1,3-diamine C(CC)N(CCCN(CCC)CCC)CCC